C(C1=CC=CC=C1)(C1=CC=CC=C1)N1CCC(CC1)=CC1=CC=C(C#N)C=C1 4-((1-benzhydryl-piperidin-4-ylidene)methyl)benzonitrile